ClC1=C(C=O)C=C(C(=C1)C=O)Cl 2,5-dichloroterephthalaldehyde